CC(C)(C)OC(=O)NC1=C(C=CN=C1Cl)C=O tert-butyl (2-chloro-4-formylpyridin-3-yl) carbamate